4-bromo-2,6-dimethylpyridazin BrC1=CN(NC(=C1)C)C